N-(1,3-benzothiazol-6-yl)-5-{[(3S)-1-methylpiperidin-3-yl]oxy}-7-[3-(morpholin-4-yl)prop-1-yn-1-yl]quinazolin-4-amine S1C=NC2=C1C=C(C=C2)NC2=NC=NC1=CC(=CC(=C21)O[C@@H]2CN(CCC2)C)C#CCN2CCOCC2